rac-(1R,5R,9E,18S)-5-ethyl-3-imino-15,25-dioxa-2,4,19-triazahexacyclo[19.6.2.22,5.211,14.013,18.024,28]tritriaconta-9,11,13,21,23,28,30-heptaene-20,33-dione C(C)[C@@]12NC(N([C@@H]3CCOC4=CC=C(C(N[C@H]5CCOC6=C5C=C(/C=C/CCC1)C=C6)=O)C=C34)C(C2)=O)=N |r|